C1(=CC=CC=C1)N1CN(C2=C(C1)COC1=C2C=CC=C1)C1=CC=C(C=C1)OC 3-phenyl-1-(4-methoxyphenyl)-3,4-dihydro-1H-benzopyrano[4,3-d]pyrimidine